FC1=CC(=C(CN2CC(C2)NC2=NC=3N([C@H](C(NC3C(=N2)C)=O)C(C)C)C)C=C1)OC (S)-2-((1-(4-fluoro-2-methoxybenzyl)azetidin-3-yl)amino)-7-isopropyl-4,8-dimethyl-7,8-dihydropteridin-6(5H)-one